ClC=1C=C(C=CC1N1C(N(C=C1)C)=O)C1=C(C(=CC(=C1)F)C1=CC(=NC=C1)N1CCN(CC1)C(COC)COC)O 1-(3-chloro-3'-(2-(4-(1,3-dimethoxypropan-2-yl)piperazin-1-yl)pyridin-4-yl)-5'-fluoro-2'-hydroxy-[1,1'-biphenyl]-4-yl)-3-methyl-1H-imidazol-2(3H)-one